acryloyloxypropyl-dimethylbenzylammonium bis(trifluoromethanesulfonyl)imide [N-](S(=O)(=O)C(F)(F)F)S(=O)(=O)C(F)(F)F.C(C=C)(=O)OCCC[N+](CC1=CC=CC=C1)(C)C